N=1N(N=CC1)C1=C(C=CC=C1)C(=O)N1[C@H]2C(CC(C1)C2)OC2=NC=C(C=C2)C(F)(F)F |r| (R/S)-(2-(2H-1,2,3-triazol-2-yl)phenyl)(6-((5-(trifluoromethyl)pyridin-2-yl)oxy)-2-azabicyclo[2.2.1]heptan-2-yl)methanone